C(CCCCCCC)C=1C(=C(C(C(=O)O)=CC1)C(=O)O)CCCCCCCC.C(C=1C(C(=O)OCCCCCCCC)=CC=CC1)(=O)OCCCCCCCC dioctyl phthalate (Dioctyl phthalate)